5-[3-(2-fluoro-4-iodo-phenoxy)propyl]Thiazole-4-carboxylic acid methyl ester COC(=O)C=1N=CSC1CCCOC1=C(C=C(C=C1)I)F